BrC1CC(OCC1)C=1C=NN(C1)C 4-(4-bromotetrahydro-2H-pyran-2-yl)-1-methyl-1H-pyrazole